tin oxide-telluride [Sn](=O)=[Te]